ClC1=C(C=CC=C1)[C@@H]1C(=C(NC(=N1)C=1SC=CN1)C12C3C4C5(C(C14)C2C53)C(=O)O)C(=O)OCC (2S,3S,5S,6S,7S,8S)-4-((S*)-6-(2-chlorophenyl)-5-(ethoxycarbonyl)-2-(thiazol-2-yl)-3,6-dihydropyrimidin-4-yl)cubane-1-carboxylic Acid